NC=1C(NC2=CC(=CN=C2C1C1=C2C=NNC2=C(C=C1)F)C(C)(C)O)=O 3-Amino-4-(7-fluoro-1H-indazol-4-yl)-7-(1-hydroxy-1-methyl-ethyl)-1H-1,5-naphthyridin-2-one